Morphinone C1=CC(O)=C2C=3[C@@]45[C@@H](O2)C(=O)C=C[C@H]4[C@@H](CC13)N(C)CC5